4-chloro-4'-hydroxybiphenyl ClC1=CC=C(C=C1)C1=CC=C(C=C1)O